(3R,4R)-1-[6-fluoro-5-(5-hydroxy-1H-indol-2-yl)pyridin-2-yl]piperidine-3,4-diol FC1=C(C=CC(=N1)N1C[C@H]([C@@H](CC1)O)O)C=1NC2=CC=C(C=C2C1)O